FC(C=1C(=C(C=CC1)[C@@H](C)NC=1C2=C(N=C(N1)C)N=CC(=C2)O)F)F (R)-4-((1-(3-(difluoromethyl)-2-fluorophenyl)ethyl)amino)-2-methylpyrido[2,3-d]pyrimidin-6-ol